4-((4-amino-3-(2-aminobenzo[d]oxazol-5-yl)-1H-pyrazolo[3,4-d]pyrimidin-1-yl)methyl)piperidine-1-carboxylate NC1=C2C(=NC=N1)N(N=C2C=2C=CC1=C(N=C(O1)N)C2)CC2CCN(CC2)C(=O)[O-]